C(C)C(C(=O)O)C1=CC(=C(C=C1)N)[N+](=O)[O-].NC1=C(C=C(C=C1)CC(=O)OCC)[N+](=O)[O-] Ethyl 2-(4-amino-3-nitrophenyl)acetate {ethyl 2-(4-amino-3-nitrophenyl)acetate}